C(CCCCCCCCCCCC)OC(=O)CCC(CCCCC(CC)C(=O)O)C(=O)O decane-1,3,8-tricarboxylic acid tridecyl ester